N-benzylidene-Benzylamine C(C1=CC=CC=C1)=NCC1=CC=CC=C1